3-[2-(6-chloro-4-ethylcinnolin-7-yl)ethynyl]-1-[(3S,5R)-5-(methoxymethyl)-1-(prop-2-enoyl)pyrrolidin-3-yl]-5-(methylamino)pyrazole-4-carboxamide ClC=1C=C2C(=CN=NC2=CC1C#CC1=NN(C(=C1C(=O)N)NC)[C@@H]1CN([C@H](C1)COC)C(C=C)=O)CC